3,4-dihydro-3-methyl-4-oxoimidazo[5,1-d]1,2,3,5-tetrazine-8-carboxamide CN1N=NC=2N(C1=O)C=NC2C(=O)N